C(CC(=O)OCC(CCCCC)CCCCC)(=O)OCC(COC(CC(CCCCC)CCCCC)=O)(COC(CC(CCCCC)CCCCC)=O)COC(CCCCN(C)C)=O 2-({[5-(Dimethylamino)pentanoyl]oxy} methyl)-3-[(3-pentyloctanoyl)oxy]-2-{[(3-pentyloctanoyl)oxy]methyl}propyl 2-pentylheptyl propanedioate